N[C@H](CCC(=O)O)C(=O)O (R)-glutamic acid